ClCC(=O)NC=1C(=NC(=C(C1)C)C#N)C(=O)C=1C=2C=NN(C2C(=CC1)F)S(=O)(=O)C1=CC=C(C=C1)C 2-Chloro-N-[6-cyano-2-[7-fluoro-1-(p-tolylsulfonyl)indazole-4-carbonyl]-5-methyl-3-pyridyl]acetamide